Heptane-2-carboxylic acid tert-butyl ester TFA salt OC(=O)C(F)(F)F.C(C)(C)(C)OC(=O)C(C)CCCCC